FC=1C=CC(=NC1)CS(=O)(=O)[O-] 1-(5-fluoropyridin-2-yl)methanesulfonate